tert-Butyl (4-bromo-2-fluoro-6-nitrophenyl)(tert-butoxycarbonyl)carboxylate BrC1=CC(=C(C(=C1)[N+](=O)[O-])CC(C)(C)OC(=O)C(=O)OC(C)(C)C)F